ClC=1C=C(C=CC1F)C1=NN=C(S1)CSC1=CC(=C(OC(C(=O)OCC)(C)C)C=C1)C Ethyl 2-(4-(((5-(3-chloro-4-fluorophenyl)-1,3,4-thiadiazol-2-yl) methyl) thio)-2-methylphenoxy)-2-methylpropionate